OC(CNC(=O)C1CC(C1)C1=CC=C(C=C1)C1=CC=C(C=C1)\C=C\[C@@H](CO)N1C(=NC=C1)[C@H](C)O)CO N-(2,3-dihydroxypropyl)-3-(4'-((S,E)-4-hydroxy-3-(2-((S)-1-hydroxyethyl)-1H-imidazol-1-yl)but-1-en-1-yl)-[1,1'-biphenyl]-4-yl)cyclobutane-1-carboxamide